methyl 5-[4-[(7-ethyl-6-oxo-5H-1,5-naphthyridin-3-yl) methyl]Piperazin-1-yl]Pyridine-2-carboxylate C(C)C=1C(NC=2C=C(C=NC2C1)CN1CCN(CC1)C=1C=CC(=NC1)C(=O)OC)=O